[N+](=O)([O-])C1=C(C=CC(=C1)[N+](=O)[O-])NN=CC acetaldehyde 2,4-dinitrophenylhydrazone